FC1=CC=CC=2NC=NC21 4-fluoro-1H-benzo[d]imidazol